(R)-5-(5-(4-methylpiperazine-1-carbonyl)-1H-pyrrolo[2,3-b]pyridin-3-yl)-N-(1,1,1-trifluoropropan-2-yl)pyrazolo[1,5-a]pyridine-3-carboxamide CN1CCN(CC1)C(=O)C=1C=C2C(=NC1)NC=C2C2=CC=1N(C=C2)N=CC1C(=O)N[C@@H](C(F)(F)F)C